(1R,2R,5S)-3-cyano-N-[2-[(4,4-difluorocyclohexyl)amino]-1-methyl-2-oxo-1-(3-pyridyl)ethyl]-N-[4-(pentafluoro-λ6-sulfanyl)phenyl]-3-azabicyclo[3.1.0]hexane-2-carboxamide C(#N)N1[C@H]([C@@H]2C[C@@H]2C1)C(=O)N(C1=CC=C(C=C1)S(F)(F)(F)(F)F)C(C(=O)NC1CCC(CC1)(F)F)(C=1C=NC=CC1)C